1-[5-(5-chloro-2-methoxypyridin-4-yl)-1H-pyrazole-3-carbonyl]-N-[(5-methyl-1,2,4-oxadiazol-3-yl)methyl]piperidine-4-carboxamide ClC=1C(=CC(=NC1)OC)C1=CC(=NN1)C(=O)N1CCC(CC1)C(=O)NCC1=NOC(=N1)C